3-(1,1-difluoro-6-phenylhex-1-en-2-yl)pyridine FC(=C(CCCCC1=CC=CC=C1)C=1C=NC=CC1)F